N1=C(C=CC=C1)CC(C1=CC=CC=C1)NC(OCCN)=O 2-aminoethyl (2-(2-pyridyl)-1-(phenyl)ethyl)carbamate